C1=CC(=CC=C1N)N=NC2=CC=C(C=C2)S(=O)(=O)[O-].[Na+] sodium 4-aminoazobenzene-4'-sulfonate